(2R,3S,4S)-4-hydroxy-2-{[4-(1,3-oxazol-5-yl)phenyl]methyl}pyrrolidin-3-yl 2-(3,3-difluorocyclobutyl)acetate FC1(CC(C1)CC(=O)O[C@H]1[C@H](NC[C@@H]1O)CC1=CC=C(C=C1)C1=CN=CO1)F